2-(1-Benzothiophen-3-yl)-5-[1-(benzenesulfonyl)-1H-pyrrolo[2,3-b]pyridin-4-yl]-1H-pyrrole-3-carboxylic acid methyl ester COC(=O)C1=C(NC(=C1)C1=C2C(=NC=C1)N(C=C2)S(=O)(=O)C2=CC=CC=C2)C2=CSC1=C2C=CC=C1